(R)-4-((3R,5R,8R,9S,10S,13R,14S,17R)-3-hydroxy-10,13-dimethylhexadecahydro-1H-cyclopenta[a]phenanthren-17-yl)pentanoic acid O[C@@H]1CC[C@@]2([C@H]3CC[C@@]4([C@H](CC[C@H]4[C@@H]3CC[C@@H]2C1)[C@@H](CCC(=O)O)C)C)C